N-[(1S)-1-(dicyclopropyl-methyl)-2-[[1-[[3-(2-methoxyethyl)triazol-4-yl]methyl]pyrazol-4-yl]amino]-2-oxo-ethyl]-2-isopropyl-pyrazole-3-carboxamide C1(CC1)C([C@@H](C(=O)NC=1C=NN(C1)CC=1N(N=NC1)CCOC)NC(=O)C=1N(N=CC1)C(C)C)C1CC1